Cl.Cl.N[C@@H](COC=1N=C2N(C=CC=C2)C1C(=O)OCC)CC1=CC=CC=C1 Ethyl (R)-2-(2-amino-3-phenylpropoxy)imidazo[1,2-a]pyridine-3-carboxylate dihydrochloride